tert-butyl 4-[2-[[(E)-3-[2-fluoro-4-(trifluoromethyl)phenyl]prop-2-enoyl]amino]acetyl]-3-phenylpiperazine-1-carboxylate FC1=C(C=CC(=C1)C(F)(F)F)/C=C/C(=O)NCC(=O)N1C(CN(CC1)C(=O)OC(C)(C)C)C1=CC=CC=C1